tert-butyl ((1,4-dioxaspiro[4.4]nonan-7-yl)methyl)carbamate O1CCOC12CC(CC2)CNC(OC(C)(C)C)=O